COCCOCCO methoxydiethyleneglycol